FC=1C=C(C=NC1)CN1N=C(C=CC1=O)C1=CC=C(C=C1)OCC(F)(F)F 2-((5-fluoropyridin-3-yl)methyl)-6-(4-(2,2,2-trifluoroethoxy)phenyl)pyridazin-3(2H)-one